1-[2,6-dimethyl-4-(2-dimethylaminoethoxy)phenyl]-1-propanone CC1=C(C(=CC(=C1)OCCN(C)C)C)C(CC)=O